C1(CC1)COC1=C(C=C(C=C1F)F)CNC(=O)C=1C(=NC(=C(C1)C=1C=CC=2N(N1)C=C(N2)NC(C)=O)C)OC N-{[2-(cyclopropylmethoxy)-3,5-difluorophenyl]methyl}-5-{2-acetamidoimidazo[1,2-b]pyridazin-6-yl}-2-methoxy-6-methylpyridine-3-carboxamide